((5-fluoro-4-(1-(2-hydroxy-2-methylpropyl)-1H-pyrazol-4-yl)pyrimidin-2-yl)amino)benzenesulfonamide FC=1C(=NC(=NC1)NC1=C(C=CC=C1)S(=O)(=O)N)C=1C=NN(C1)CC(C)(C)O